C1(=CC=CC=C1)C(C=O)C cumeneOne